3-methoxy-5-(1-(oxetan-3-yl)-1H-benzo[d]imidazol-2-yl)benzene-1,2-diol COC1=C(C(=CC(=C1)C1=NC2=C(N1C1COC1)C=CC=C2)O)O